CC(=O)C1=CC=CC2=CC=CC=C12 methyl-α-naphthyl ketone